2-fluoro-N-(6-(2-methyl-5-(1H-pyrazol-3-yl)phenyl)benzo[d]thiazol-2-yl)cyclopropane-1-carboxamide FC1C(C1)C(=O)NC=1SC2=C(N1)C=CC(=C2)C2=C(C=CC(=C2)C2=NNC=C2)C